(Z)-2-(2-aminothiazole-4-yl)-2-(((1-(tert-butoxy)-2-methyl-1-oxo-propane-2-yl)oxy)imino)acetic acid NC=1SC=C(N1)/C(/C(=O)O)=N/OC(C(=O)OC(C)(C)C)(C)C